N1C=CC2=C(C=CC=C12)C=1N=C(C2=C(N1)C=CC(=N2)C2=CC=CC=C2)N2[C@@H](COCC2)C (R)-4-(2-(1H-indol-4-yl)-6-phenylpyrido[3,2-d]pyrimidin-4-yl)-3-methylmorpholine